CC=1C(=C(C(=O)O)C=C(C1)Cl)N 3-methyl-2-amino-5-chlorobenzoic acid